ClC=1C=C(C=C(C1)Cl)C1(CC(=NO1)N1CC2=C(C1)C(=C(S2)C(=O)NC(C)C)C)C(F)(F)F 5-(5-(3,5-dichlorophenyl)-5-(trifluoromethyl)-4,5-dihydroisoxazol-3-yl)-N-isopropyl-3-methyl-5,6-dihydro-4H-thieno[2,3-c]pyrrole-2-carboxamide